(R)-tert-butyl 4-(difluoro (3-(1-((5-((6-hydroxyhexyl) oxy)-4-methyl-7-morpholino phthalazin-1-yl) amino) ethyl) phenyl) methyl)-piperidine-1-carboxylate FC(C1CCN(CC1)C(=O)OC(C)(C)C)(C1=CC(=CC=C1)[C@@H](C)NC1=NN=C(C2=C(C=C(C=C12)N1CCOCC1)OCCCCCCO)C)F